monoethyl methyl malonate C(CC(=O)OC)(=O)OCC